tetrahydroimidazo[1,2-a]pyridine-6-carboxylic acid N1CCN2C1=CC=C(C2)C(=O)O